BrC1=C2C=CC=NC2=C(C=C1)C(O)C1=CC=C(C=C1)C(F)(F)F (5-Bromoquinolin-8-yl){4-(trifluoromethyl)phenyl}methanol